C1(CC1)CNC1=CC(=CN(C1=O)C)C=1C=CC(=C(C1)NS(=O)(=O)C)OC N-[5-[5-(cyclopropylmethylamino)-1-methyl-6-oxopyridin-3-yl]-2-methoxyphenyl]methanesulfonamide